OC1(CNCCC1)C(F)(F)F 3-hydroxy-3-(trifluoromethyl)piperidine